COC1=CC=C(C=C1)C1=C(C2=C(S1)C=C(C=C2)C2=CC=CC=C2)C(=O)N 2-(4-methoxyphenyl)-6-phenylbenzo[b]Thiophene-3-carboxamide